ClC1=CC(=CN1C1=NC=C(C=C1OCC=1C=NC=C(C1)F)F)C(=O)OC methyl 5-chloro-1-{5-fluoro-3-[(5-fluoropyridin-3-yl)methoxy]pyridin-2-yl}-1H-pyrrole-3-carboxylate